1-((1-((3-cyano-1-azetidinyl)sulfonyl)-1H-pyrazol-4-yl)carbonyl)-N-(4-(trifluoromethyl)benzyl)-D-prolinamide C(#N)C1CN(C1)S(=O)(=O)N1N=CC(=C1)C(=O)N1[C@H](CCC1)C(=O)NCC1=CC=C(C=C1)C(F)(F)F